(2,4,6-tris(propan-2-yl-d7)-phenyl)boronic acid C(C(C([2H])([2H])[2H])(C1=C(C(=CC(=C1)C(C([2H])([2H])[2H])(C([2H])([2H])[2H])[2H])C(C([2H])([2H])[2H])(C([2H])([2H])[2H])[2H])B(O)O)[2H])([2H])([2H])[2H]